2,6-dichloro-3-{[(2,2-dimethylpropanoyl)amino]methyl}-N-[1-(4-fluorophenyl)-1H-indazol-4-yl]benzamide ClC1=C(C(=O)NC2=C3C=NN(C3=CC=C2)C2=CC=C(C=C2)F)C(=CC=C1CNC(C(C)(C)C)=O)Cl